N-(4-bromophenyl)-[1,1':3',1''-terphenyl]-4'-amine BrC1=CC=C(C=C1)NC1=C(C=C(C=C1)C1=CC=CC=C1)C1=CC=CC=C1